ClC1=C(C(=O)N2CC3CCC(C2)N3C=3C=C(C=C(C3O)C)S(=O)(=O)Cl)C=CC(=C1)F 3-[3-(2-chloro-4-fluoro-benzoyl)-3,8-diazabicyclo[3.2.1]octan-8-yl]-4-hydroxy-5-methyl-benzenesulfonyl chloride